methyl-germaniumthiol C[GeH3+]S